4-hydroxy-2-[(4-methoxyphenyl)methyl]pyrrolidin-3-yl N-{2-[(5R)-4-azaspiro[2.4]heptan-5-yl]ethyl}carbamate C1CC12N[C@H](CC2)CCNC(OC2C(NCC2O)CC2=CC=C(C=C2)OC)=O